(5-(2,4-difluorophenoxy)pyridin-2-yl)-5-(6-oxo-1,6-dihydropyridin-3-yl)spiro[2.5]octane-1-carboxamide FC1=C(OC=2C=CC(=NC2)C2(CC23CC(CCC3)C3=CNC(C=C3)=O)C(=O)N)C=CC(=C1)F